IC=1C=C(CNC2=C3N=CN(C3=NC(=N2)NC)C)C=CC1 N6-(3-iodobenzyl)-2-methylamino-9-methyladenine